N-(1-((3R)-4-(4-Chloro-3-(tetrahydro-1H-furo[3,4-c]pyrrol-5(3H)-yl)benzyl)-3-methylpiperazine-1-carbonyl)-1H-pyrazol-3-yl)methanesulfonamide ClC1=C(C=C(CN2[C@@H](CN(CC2)C(=O)N2N=C(C=C2)NS(=O)(=O)C)C)C=C1)N1CC2C(C1)COC2